COC(C=1C2=C(C(N(C1)C)=O)NC(=C2)C=2C=NN(C2)C)C2=CC=CC=C2 4-(methoxy(phenyl)methyl)-6-methyl-2-(1-methyl-1H-pyrazol-4-yl)-1,6-dihydro-7H-pyrrolo[2,3-c]pyridin-7-one